ClC1=C(C=CC(=C1)F)C=1C=C(C(=NC1)C(=O)N)C 5-(2-chloro-4-fluorophenyl)-3-methylpicolinamide